21-oxo-3,6,9,12,15,18-hexaoxaheneicosan O=CCCOCCOCCOCCOCCOCCOCC